acetyl-phenylketone C(C)(=O)C(=O)C1=CC=CC=C1